N4-butyl-N2,N2,N6,N6-tetrakis(2-methoxyethyl)-8-(4-methoxypiperidin-1-yl)pyrimido[5,4-d]pyrimidine-2,4,6-triamine C(CCC)NC=1C2=C(N=C(N1)N(CCOC)CCOC)C(=NC(=N2)N(CCOC)CCOC)N2CCC(CC2)OC